ClC1=NC2=CC(=CC=C2C=C1)OC[C@@H]1C([C@@H]2[C@@H](OC(O2)(C)C)O1)(O)C=C (3aR,5R,6aR)-5-(((2-chloroquinolin-7-yl)oxy)methyl)-2,2-dimethyl-6-vinyltetrahydrofurano[2,3-d][1,3]dioxol-6-ol